ClC1=C(C(=CC=C1Cl)[N+](=O)[O-])O 2,3-dichloro-6-nitrophenol